3-(5-(1-(benzo[d]thiazol-5-ylmethyl)-4-hydroxypiperidin-4-yl)-4,6-difluoro-1-oxoisoindolin-2-yl)piperidine-2,6-dione S1C=NC2=C1C=CC(=C2)CN2CCC(CC2)(O)C=2C(=C1CN(C(C1=CC2F)=O)C2C(NC(CC2)=O)=O)F